C(C)OC(CC)=O 1-Ethoxy-1-oxopropane